ClC=1C(=NC(=NC1)NC1=CC(=C(C=C1)N1CCC(CC1)N1CCN(CC1)C)OC)N1CC2=CC=CC=C2CC1 5-chloro-4-(3,4-dihydroisoquinolin-2(1H)-yl)-N-(3-methoxy-4-(4-(4-methylpiperazin-1-yl)piperidin-1-yl)phenyl)pyrimidin-2-amine